1-(4-fluorophenyl)-6-methyl-2-tetrahydropyran-4-yl-pyrrolo[2,3-b]pyridin-5-amine FC1=CC=C(C=C1)N1C(=CC=2C1=NC(=C(C2)N)C)C2CCOCC2